(8-Chloro-7-fluoro-3-(methoxymethoxy)naphthalen-1-yl)trimethylstannane ClC=1C(=CC=C2C=C(C=C(C12)[Sn](C)(C)C)OCOC)F